24(R/S)-hydroxycholesterol O[C@@H](C(C)C)CC[C@@H](C)[C@H]1CC[C@H]2[C@@H]3CC=C4C[C@@H](O)CC[C@]4(C)[C@H]3CC[C@]12C |&1:1|